tert-butyl 3-[[2-fluoro-5-[(1-methylcyclopropyl)sulfamoyl]benzoyl]amino]-3-methyl-azetidine-1-carboxylate FC1=C(C(=O)NC2(CN(C2)C(=O)OC(C)(C)C)C)C=C(C=C1)S(NC1(CC1)C)(=O)=O